(S)-1-[(S)-1-({4-[2-(Dibutylamino)-2-oxoethyl]-1-piperidyl}carbonyl)-3-methylbutyl]-3-isobutyl-2-piperazinone C(CCC)N(C(CC1CCN(CC1)C(=O)[C@H](CC(C)C)N1C([C@@H](NCC1)CC(C)C)=O)=O)CCCC